monolithium acetate salt C(C)(=O)[O-].[Li+]